1-(4-methoxy-5-{[(cis-3-(trifluoromethyl)-cyclobutyl)methoxy]-pyridin-2-carbonyl}piperidin-4-yl)pyridin-2-amin COC1(CCNCC1C(=O)C1=NC=CC=C1OC[C@@H]1C[C@@H](C1)C(F)(F)F)N1C(C=CC=C1)N